C(#N)C=1C(=CC(=NC1N1[C@H]([C@@H](C1)O)C)N1CC2(C1)CC(C2)C(=O)OC)C(F)(F)F methyl 2-(5-cyano-6-((2S,3R)-3-Hydroxy-2-methylazetidin-1-yl)-4-(trifluoromethyl)pyridin-2-yl)-2-azaspiro[3.3]heptane-6-carboxylate